FCC1N(CC2(C1)CCN(CC2)C=2C1=C(N=C(N2)C2=CC=NC=C2)C=NC=C1)C(=O)OCC1=CC=CC=C1 benzyl 3-(fluoromethyl)-8-(2-(pyridin-4-yl) pyrido[3,4-d]pyrimidin-4-yl)-2,8-diazaspiro[4.5]decane-2-carboxylate